2-(6-{[3-(2-amino-8-methoxyquinazolin-4-yl)-1H-pyrazol-1-yl]methyl}pyridin-2-yl)propan-2-ol NC1=NC2=C(C=CC=C2C(=N1)C1=NN(C=C1)CC1=CC=CC(=N1)C(C)(C)O)OC